O1C2=C(C=C1C1=CC=C(C=C1)B1OC(C(O1)(C)C)(C)C)C=CC=C2 2-(4-(benzo[b]furan-2-yl)phenyl)-4,4,5,5-tetramethyl-1,3,2-dioxaborolane